S1C=NC=C1C(=O)N1CC2(CN(C2)C(=O)C2(CC2)C(F)(F)F)[C@@H](C1)C(=O)O (8S)-6-(1,3-thiazole-5-carbonyl)-2-[1-(trifluoromethyl)cyclopropanecarbonyl]-2,6-diazaspiro[3.4]octane-8-carboxylic acid